4-(4-fluorophenyl)-5-methyl-4-phenyl-3-trifluoromethyl-indolopyranone FC1=CC=C(C=C1)C1(C(C(OC2=C1N(C=1C=CC=CC12)C)=O)C(F)(F)F)C1=CC=CC=C1